(1R,5S,6r)-N-(2-(6,7-dihydropyrrolo[3,2,1-hi]indazol-2-yl)propan-2-yl)-3-azabicyclo[3.1.0]hexane-6-carboxamide N=1N2C3=C(C=CC=C3C1C(C)(C)NC(=O)C1[C@H]3CNC[C@@H]13)CC2